2,4,6-tri(4-(bromomethyl)phenyl)-1,3,5-triazine BrCC1=CC=C(C=C1)C1=NC(=NC(=N1)C1=CC=C(C=C1)CBr)C1=CC=C(C=C1)CBr